4-((4-benzoylphenyl)carbamoyl)-3,4-dihydronaphthalene-2,2(1H)-dicarboxylic acid diethyl ester C(C)OC(=O)C1(CC2=CC=CC=C2C(C1)C(NC1=CC=C(C=C1)C(C1=CC=CC=C1)=O)=O)C(=O)OCC